C(CCCCCCC\C=C/C\C=C/C\C=C/CC)(=O)N[C@@H](CC1=CNC2=CC=CC=C12)C(=O)O N-α-linolenoyl-tryptophan